N-(5-bromo-2-methoxybenzyl)-N-methylethanamine BrC=1C=CC(=C(CN(CC)C)C1)OC